N-(2-methoxycyclopropyl)-2-(4-(methylcarbamoyl)phenyl)benzo[d]imidazo[2,1-b]thiazole-7-carboxamide COC1C(C1)NC(=O)C1=CC2=C(N3C(S2)=NC(=C3)C3=CC=C(C=C3)C(NC)=O)C=C1